(methanesulfonamido)-N-[3-[6-(3-piperidyl)-2-pyridyl]pyrazolo[1,5-a]pyridin-6-yl]propanamide CS(=O)(=O)NC(C(=O)NC=1C=CC=2N(C1)N=CC2C2=NC(=CC=C2)C2CNCCC2)C